NC1=C(C(=NN1C(=O)OC(C)(C)C)C1CC(C1)(F)F)C1CCC1 tert-butyl 5-amino-4-cyclobutyl-3-(3,3-difluorocyclobutyl)-1H-pyrazole-1-carboxylate